(S)-N'-(1-(4-methoxybenzyl)-2-oxo-3-vinylpyrrolidine-3-carbonyl)-1-(methyl-d3)-3-((4-(trifluoromethyl)phenyl)amino)-1H-pyrazole-4-carbohydrazide COC1=CC=C(CN2C([C@@](CC2)(C(=O)NNC(=O)C=2C(=NN(C2)C([2H])([2H])[2H])NC2=CC=C(C=C2)C(F)(F)F)C=C)=O)C=C1